C1(CCC1)C1=CC(=C(C(=O)N2CCC(CC2)(F)C2=CC=C(C#N)C=C2)C=C1C1=CN=C(N1)C)C 4-(1-(4-cyclobutyl-2-methyl-5-(2-methyl-1H-imidazol-5-yl)benzoyl)-4-fluoropiperidin-4-yl)benzonitrile